isoheptyl-phosphonic acid C(CCCC(C)C)P(O)(O)=O